CN(S(=O)(=O)N1CCN(CC1)C(=O)[C@@H]1CC[C@H]2N1C([C@H](CCCC2)NC(=O)C2=CC1=C(S2)C=CC(=C1)C(F)(F)P(O)(O)=O)=O)C ((2-(((3S,6S,10aS)-3-(4-(N,N-dimethylsulfamoyl)piperazine-1-carbonyl)-5-oxodecahydropyrrolo[1,2-a]azocin-6-yl)carbamoyl)benzo[b]thiophen-5-yl)difluoromethyl)phosphonic acid